methyl 2-[chlorocarbonyl-[5-(trifluoromethyl)-3-pyridyl]amino]acetate ClC(=O)N(CC(=O)OC)C=1C=NC=C(C1)C(F)(F)F